4-((6-(4-amino-4-methylpiperidin-1-yl)-1H-pyrazolo[4,3-b]pyridin-3-yl)thio)-3-chlorocyanopyridine NC1(CCN(CC1)C=1C=C2C(=NC1)C(=NN2)SC2=C(C(=NC=C2)C#N)Cl)C